(±)-5-((4-chloro-3-((methylsulfinyl)methyl)phenyl)amino)-7-((5-((dimethylamino)methyl)pyridin-2-yl)amino)pyrazolo[1,5-a]pyrimidine-3-carbonitrile ClC1=C(C=C(C=C1)NC1=NC=2N(C(=C1)NC1=NC=C(C=C1)CN(C)C)N=CC2C#N)C[S@](=O)C |r|